N-(4-amino-5-(quinolin-3-yl)-8,9-dihydro-7H-pyrimido[5',4':4,5]pyrrolo[2,1-b][1,3]oxazin-8-yl)acrylamide NC1=NC=NC2=C1C(=C1OCC(CN12)NC(C=C)=O)C=1C=NC2=CC=CC=C2C1